(2R,4R)-6-chloro-4-hydroxy-N-{3-[4-({(1s,3S)-3-[(trifluoromethoxy)methyl]cyclobutyl}oxy)-1H-pyrazol-1-yl]bicyclo[1.1.1]pentan-1-yl}-3,4-dihydro-2H-1-benzopyran-2-carboxamide ClC=1C=CC2=C([C@@H](C[C@@H](O2)C(=O)NC23CC(C2)(C3)N3N=CC(=C3)OC3CC(C3)COC(F)(F)F)O)C1